4-(2-(benzyloxy)ethoxy)-1-methyl-1H-pyrazole-5-carbonyl chloride C(C1=CC=CC=C1)OCCOC=1C=NN(C1C(=O)Cl)C